N-(3,3-Difluorocyclobutyl)-5-fluoro-N-isopropyl-2-((4-(7-(((2S,5R)-5-(methylsulfonamido)tetrahydro-2H-pyran-2-yl)methyl)-2,7-diazaspiro[3.5]nonan-2-yl)pyrimidin-5-yl)oxy)benzamide FC1(CC(C1)N(C(C1=C(C=CC(=C1)F)OC=1C(=NC=NC1)N1CC2(C1)CCN(CC2)C[C@H]2OC[C@@H](CC2)NS(=O)(=O)C)=O)C(C)C)F